(2R)-N-(2-((5-((2-methyl-[1,1'-biphenyl]-3-yl)methoxy)-2,3-dihydro-1H-inden-1-yl)amino)ethyl)acetamide CC1=C(C=CC=C1COC=1C=C2CCC(C2=CC1)NCCNC(C)=O)C1=CC=CC=C1